CN(C1=CC=C(C=C1)C=1OC2=CC=CC=C2C(C1O)=O)C 2-(4-(dimethylamino)phenyl)-3-hydroxy-4H-chromen-4-one